disodium isostearoyl sulfosuccinate S(=O)(=O)(O)C(C(=O)OC(CCCCCCCCCCCCCCC(C)C)=O)CC(=O)[O-].[Na+].[Na+].C(CCCCCCCCCCCCCCC(C)C)(=O)OC(C(CC(=O)[O-])S(=O)(=O)O)=O